CC(C)(COP(=O)(O)OP(=O)(O)OC[C@@H]1[C@H]([C@H]([C@@H](O1)N2C=NC3=C(N=CN=C32)N)O)OP(=O)(O)O)[C@H](C(=O)NCCC(=O)NCCSC(=O)CCCCCCCCCCCCC(=O)O)O The molecule is an acyl-CoA resulting from the formal condensation of the thiol group of coenzyme A with one of the two carboxy groups of tetradecanedioic acid. It derives from a tetradecanedioic acid. It is a conjugate acid of a tetradecanedioyl-CoA(5-).